CN1N=NC(=C1NC(O[C@H](C)C=1C(=NC=CC1)Cl)=O)C1=NC=C(C=C1)C(NC1=CC=NC=C1)=O (R)-1-(2-chloropyridin-3-yl)ethyl (1-methyl-4-(5-(pyridin-4-ylcarbamoyl)pyridin-2-yl)-1H-1,2,3-triazol-5-yl)carbamate